C(C)(C)(C)NC(=O)C=1N(N=CC1)CC=1SC(=CC1)C1=NOC(=N1)C(F)(F)F N-tert-butyl-2-[[5-[5-(trifluoromethyl)-1,2,4-oxadiazol-3-yl]-2-thienyl]methyl]pyrazole-3-carboxamide